Ethyl 2-((5-bromo-2-methylphenyl)amino)thiazole-4-carboxylate BrC=1C=CC(=C(C1)NC=1SC=C(N1)C(=O)OCC)C